(1R,5S,6r)-6-(cyclohexylcarbamoyl)-3-azabicyclo[3.1.0]Hexane-3-carboxylic acid tert-butyl ester C(C)(C)(C)OC(=O)N1C[C@H]2C([C@H]2C1)C(NC1CCCCC1)=O